3-(6-amino-5-carbamoyl-4'-sulfamoyl-[1,1'-biphenyl]-3-yl)prop-2-yn-1-yl 3-methylbenzoate CC=1C=C(C(=O)OCC#CC=2C=C(C(=C(C2)C(N)=O)N)C2=CC=C(C=C2)S(N)(=O)=O)C=CC1